ClC1=CC=C(OC2=CC=C(OCC3=CC(=CC(N3O)=O)C)C=C2)C=C1 6-[[4-(4-chlorophenoxy)phenoxy]methyl]-1-hydroxy-4-methylpyridin-2-one